N1=C(N=CC=C1)C1=NN2C(N=C(NC2=O)S)=C1C1=CC(=C(C(=C1)F)F)F 7-(pyrimidin-2-yl)-2-sulfanyl-8-(3,4,5-trifluorophenyl)-3H-pyrazolo[1,5-a][1,3,5]triazin-4-one